COC=1C=CC(=C(C1)B(O)O)C (5-methoxy-2-methyl-phenyl)boronic acid